CN1C(CN(CC1)C=1C=C(C=NC1)CN1CC2=C(CC1)C(=CS2)C(=O)NC2=CC(=CC=C2)C(F)(F)F)=O 6-((5-(4-Methyl-3-Oxopiperazin-1-yl)Pyridin-3-yl)Methyl)-N-(3-(Trifluoromethyl)Phenyl)-4,5,6,7-Tetrahydrothieno[2,3-c]Pyridin-3-Carboxamid